6-benzyl-2,3-dimethoxy-8-(trifluoromethyl)-6H-dibenzo[c,e][1,2]thiazine 5,5-dioxide C(C1=CC=CC=C1)N1S(C2=C(C3=C1C=C(C=C3)C(F)(F)F)C=C(C(=C2)OC)OC)(=O)=O